6-(4-(4-(aminomethyl)-1-oxo-1,2-dihydrophthalazin-6-yl)-1-methyl-1H-pyrazol-5-yl)-3-chloroquinoline-5-carbonitrile NCC1=NNC(C2=CC=C(C=C12)C=1C=NN(C1C1=C(C=2C=C(C=NC2C=C1)Cl)C#N)C)=O